O=C1NC(CCC1N1C(C2=CC=CC(=C2C1=O)NCC1=C(C=C(C=C1)CN1CCC(CC1)N1C(CCC1)=O)F)=O)=O 2-(2,6-dioxopiperidin-3-yl)-4-(2-fluoro-4-((4-(2-oxopyrrolidin-1-yl)piperidin-1-yl)methyl)benzylamino)isoindoline-1,3-dione